5-hydroxymethylmethyl-1-aza-3,7-dioxabicyclo(3.3.0)octane OCC12COC(N2COC1)C